C1(CC1)CNCCC1=CC=C(N)C=C1 4-(2-((cyclopropylmethyl)amino)ethyl)aniline